(S)-3-(3-benzyl-3-methylureido)-2-(2,6-dichloro-4-(3-hydroxybenzylcarbamoyl)benzamido)propanoic acid C(C1=CC=CC=C1)N(C(NC[C@@H](C(=O)O)NC(C1=C(C=C(C=C1Cl)C(NCC1=CC(=CC=C1)O)=O)Cl)=O)=O)C